COC(C(C(=O)OC)=C\C=C\OC)=O (E)-2-(3-methoxyallylidene)malonic acid dimethyl ester